C(#C)NCCN.[Li] lithium ethynylethylenediamine